tetrahydrofuran-3,4-diol hydrochloride Cl.O1CC(C(C1)O)O